(3-chlorobenzyl)-6-(3,5-dimethylisoxazol-4-yl)-2-(1,4,6,7-tetrahydro-5H-Pyrazolo[4,3-c]Pyridin-5-yl)quinazolin-4-amine ClC=1C=C(CC2=C3C(=NC(=NC3=CC=C2C=2C(=NOC2C)C)N2CC3=C(CC2)NN=C3)N)C=CC1